N,N-bistetradecyl-p-toluenesulfonamide C(CCCCCCCCCCCCC)N(S(=O)(=O)C1=CC=C(C)C=C1)CCCCCCCCCCCCCC